cyclopropaneformate C1(CC1)C(=O)[O-]